C1(CC1)C=1N=NN(C1)[C@H](C(=O)N1[C@@H](C[C@H](C1)O)C(=O)NC(CC1CCOCC1)COC)C(C)(C)C (2S,4R)-1-[(2S)-2-(4-cyclopropyltriazol-1-yl)-3,3-dimethyl-butanoyl]-4-hydroxy-N-[1-(methoxymethyl)-2-tetrahydropyran-4-yl-ethyl]pyrrolidine-2-carboxamide